C(C)(=O)NC=1C=C(C=CC1)C=1C(=NC=2N(C1C=1C=NNC1)N=C(C2C2CC2)C(=O)N)N2CC1=CC=CC=C1C2 (3-acetamidophenyl)-3-cyclopropyl-5-(isoindolin-2-yl)-7-(1H-pyrazol-4-yl)pyrazolo[1,5-a]pyrimidine-2-carboxamide